6-bromo-7-chloro-N-(4-chloro-2,5-difluorophenyl)-1H-indole-3-sulfonamide BrC1=CC=C2C(=CNC2=C1Cl)S(=O)(=O)NC1=C(C=C(C(=C1)F)Cl)F